2-methyl-8-[4-(trifluoromethyl)phenyl]-2H,8H-pyrazolo[3,4-b]indole-5-carboxylic acid CN1N=C2N(C3=CC=C(C=C3C2=C1)C(=O)O)C1=CC=C(C=C1)C(F)(F)F